FC1=CC=C2C(=CNC2=C1F)C1CN(CC1)C 6,7-difluoro-3-(1-methylpyrrolidin-3-yl)-1H-indole